2-((bis(benzyloxy)phosphoryl)oxy)ethyl methanesulfonate CS(=O)(=O)OCCOP(=O)(OCC1=CC=CC=C1)OCC1=CC=CC=C1